BrC=1C=C2C(=CNC2=CC1)C(S(=O)(=O)C1=CC=C(C=C1)C)C1=C(C=CC=C1)OC 5-Bromo-3-[(2-methoxyphenyl)(4-methylbenzenesulfonyl)methyl]-1H-Indole